O1OPC1 Dioxaphosphetane